NC1=NC(=C2N=CN(C2=N1)CC(=O)NC1=CC(=NN1CC)C)N(CC)CC 2-(2-amino-6-(diethylamino)-9H-purin-9-yl)-N-(1-ethyl-3-methyl-1H-pyrazol-5-yl)acetamide